6-methyl-2,3-bis(4-trifluoromethoxyphenyl)benzofuran-4-carboxylic acid CC=1C=C2C(C(=C(O2)C2=CC=C(C=C2)OC(F)(F)F)C2=CC=C(C=C2)OC(F)(F)F)=C(C1)C(=O)O